N-methyl-N-{4-[(5-methyl-3-nitropyridin-2-yl)oxy]phenyl}prop-2-enamide CN(C(C=C)=O)C1=CC=C(C=C1)OC1=NC=C(C=C1[N+](=O)[O-])C